FC=1C(=NN(C1SCC1=CC=C(C=C1)F)C(=O)C1=COC=C1)C1C(C(NC1)=O)C 4-(4-fluoro-5-{[(4-fluorophenyl)methyl]sulfanyl}-1-(furan-3-carbonyl)-1H-pyrazol-3-yl)-3-methylpyrrolidin-2-one